C(C1=CC=CC=C1)OP(=O)(OCC1=CC=CC=C1)C=1C(=CC(=C(C(=O)OC)C1)O)OC methyl 5-(bis(benzyloxy)phosphoryl)-2-hydroxy-4-methoxybenzoate